C1(=CC=CC=C1)CC(C(=O)OC)N1S(C2=C(NC1=O)C=CC=C2)(=O)=O methyl 3-phenyl-2-(1,1,3-trioxo-4H-1lambda6,2,4-benzothiadiazin-2-yl)propanoate